N-cyclopropyl-5-methyl-2-isopropyl-cyclohexanecarboxamide C1(CC1)NC(=O)C1C(CCC(C1)C)C(C)C